2-methyl-1,2,3,4-tetrahydropyridine CC1NC=CCC1